(4-((7,9-difluoro-5H-pyrido[3,2-b]indol-5-yl)methyl)phenyl)methanamine hydrochloride Cl.FC=1C=C(C=2C3=C(N(C2C1)CC1=CC=C(C=C1)CN)C=CC=N3)F